3-Cycloheptylamino-2-methyl-propan C1(CCCCCC1)NCC(C)C